C(C1=CC=CC=C1)(=O)OC(C)C(C(CCC)OC(C1=CC=CC=C1)=O)C 3-methyl-2,4-heptanediol dibenzoate